C(C)(C)(C)OC(=O)N1N(CC(=C(C1=O)C(NC1=CC=C(C=C1)F)=O)O)C=1C=NC(=CC1)C(F)(F)F 5-((4-fluorophenyl)carbamoyl)-4-hydroxy-6-oxo-2-(6-(trifluoromethyl)pyridin-3-yl)-2,3-dihydropyridazine-1(6H)-carboxylic acid tert-butyl ester